2-((1-(2-cyano-3-((3,3-difluorocyclobutyl)amino)-7-methylquinoxalin-5-yl)ethyl)amino)benzoic acid C(#N)C1=NC2=CC(=CC(=C2N=C1NC1CC(C1)(F)F)C(C)NC1=C(C(=O)O)C=CC=C1)C